C(C)(C)(C)OC=1C=C2CC[C@H]([C@H](C2=CC1)C1=CC=C(C=C1)O)C1=CC=CC=C1 4-[(1S,2R)-6-tert-butoxy-2-phenyl-tetralin-1-yl]phenol